Methyl-(2S)-2-[4-chloro-2-(4-butoxy-4,5-dihydroisoxazol-3-yl)phenoxy]-3-cyclopropylpropanoat COC([C@H](CC1CC1)OC1=C(C=C(C=C1)Cl)C1=NOCC1OCCCC)=O